Cl.NC1(CC1)CCO 2-(1-aminocyclopropyl)ethan-1-ol hydrochloride